C(C(=C)C)(=O)OCCOCCOCCOCCOCCOCCOC=1C=CC=2C(C3=CC=CC=C3OC2C1)=C(C#N)C#N 17-((9-(dicyanomethylene)-9H-xanthen-3-yl) oxy)-3,6,9,12,15-pentaoxaheptadecyl methacrylate